(2S,4r)-1-[(2S)-2-(4-cyclopropyl-triazol-1-yl)-3,3-dimethyl-butyryl]-N-[[4-[2-(dimethylamino)ethyl]phenyl]methyl]-4-hydroxy-pyrrolidine-2-carboxamide C1(CC1)C=1N=NN(C1)[C@H](C(=O)N1[C@@H](C[C@H](C1)O)C(=O)NCC1=CC=C(C=C1)CCN(C)C)C(C)(C)C